COC1=CC=C(C=C1)C=CC(=O)NC1=CC=C(C=C1)S(=O)(=O)N1CCCC1 3-(4-methoxyphenyl)-N-[4-(1-pyrrolidinylsulfonyl)phenyl]acryl-amide